2,2-difluoro-2-phenoxy-N-(piperidin-4-yl)acetamide FC(C(=O)NC1CCNCC1)(OC1=CC=CC=C1)F